C(CCCCCCCCCCCCCCCCCCCCCCCCCCC)(=O)OCCCCCCCCCCCCCCCCCCCCCCCCCC hexacosyl n-octacosanoate